NC1=C(C(=NN1C1CN(CC1)C(C#CC)=O)C#CC1=CC(=CC(=C1)OC)OC)C(=O)N 5-amino-1-(1-(but-2-ynoyl)pyrrolidin-3-yl)-3-((3,5-dimethoxyphenyl)ethynyl)-1H-pyrazole-4-carboxamide